N1=CC(=CC=C1)C=1N=CC2=C(N1)SC(=C2)C2(CC(C2)C(F)(F)F)O cis-1-(2-(3-pyridinyl)thieno[2,3-d]pyrimidin-6-yl)-3-(trifluoromethyl)cyclobutanol